tert-butyl (3R,4R)-4-(((benzyloxy) carbonyl)amino)-3-methoxypiperidine-1-carboxylate C(C1=CC=CC=C1)OC(=O)N[C@H]1[C@@H](CN(CC1)C(=O)OC(C)(C)C)OC